ClC1=C(C=C(C=C1)F)[C@@H](CC)C=1C=NN(C1)C (1S,2S)-1-(2-chloro-5-fluorophenyl)-1-(1-methyl-1H-pyrazol-4-yl)propan